(1S,9S)-1-((2-((tert-butyldimethylsilyl)oxy)ethyl)amino)-9-ethyl-5-fluoro-9-hydroxy-4-methyl-2,3,12,15-tetrahydrobenzo[de]pyrano[3',4':6,7]indolizino[1,2-h]quinoline [Si](C)(C)(C(C)(C)C)OCCNN1CCC2=C3C(C=C4C(=C13)CN1CC3=C(C=C14)[C@@](COC3)(O)CC)=CC(=C2C)F